1-(4-(1-fluorocyclopropyl)-1H-pyrazol-3-yl)formamide FC1(CC1)C=1C(=NNC1)C(=O)N